C(#N)C1=CC=2N(N=C1)C(=CC2)C2=CC(=C(C=N2)C2=NN=C(S2)N2C[C@@H]([C@H](CC2)NC(C)=O)O)NC(C)C N-((3S,4S)-1-(5-(6-(3-cyanopyrrolo[1,2-b]pyridazin-7-yl)-4-(isopropylamino)pyridin-3-yl)-1,3,4-thiadiazol-2-yl)-3-hydroxypiperidin-4-yl)acetamide